ClCCNC(=O)NC1=CC=C(C=C1)C1COCC1 1-(2-chloroethyl)-3-(4-(tetrahydrofuran-3-yl)phenyl)urea